C(\C=C\C(=O)O)(=O)O.BrC=1C=C2C(=NC1)NC=C2CCN2CCCC2 5-bromo-3-(2-(pyrrolidin-1-yl)ethyl)-1H-pyrrolo[2,3-b]pyridine fumarate salt